2-(methylamino)quinoline CNC1=NC2=CC=CC=C2C=C1